CN1C(=NN=C1)CC1(COC1)C1=CC=C2CN(C(C2=C1)=O)C1=NC(=CC(=C1)CN1C[C@H](NCC1)C)C(F)(F)F (R)-6-(3-((4-Methyl-4H-1,2,4-triazol-3-yl)methyl)oxetan-3-yl)-2-(4-((3-methylpiperazin-1-yl)methyl)-6-(trifluoromethyl)pyridin-2-yl)isoindolin-1-one